(S)-4-(1-(5-(3-fluoro-5-(trifluoromethyl)phenyl)-1-(4-(trifluoromethyl)benzyl)-1H-indol-7-amido)ethyl)benzoic acid FC=1C=C(C=C(C1)C(F)(F)F)C=1C=C2C=CN(C2=C(C1)C(=O)N[C@@H](C)C1=CC=C(C(=O)O)C=C1)CC1=CC=C(C=C1)C(F)(F)F